N1(CCCCCC1)CC=1C(=C(C(=NC1)C)O)C=1NC=CN1 5-(azepan-1-ylmethyl)-4-(1H-imidazol-2-yl)-2-methylpyridin-3-ol